C1(=C2N(C=N1)CCC2)C(C(NC=2SC=CN2)=O)N2CC1=C(C=C(C=C1C2=O)C2=CC=C(O[C@@H]1CNCC1)C=C2)F (3S)-3-(4-(2-(1-(6,7-dihydro-5H-pyrrolo[1,2-c]imidazol-1-yl)-2-oxo-2-(thiazol-2-ylamino)ethyl)-7-fluoro-3-oxoisoindolin-5-yl)phenoxy)pyrrolidine